N-((((2R,3S,4R,5R)-5-(4-aminopyrrolo[2,1-f][1,2,4]triazine-7-yl)-5-Cyano-3,4-dihydroxytetrahydrofuran-2-yl)methoxy)(4-tert-butylphenoxy)phosphoryl)-L-alanine NC1=NC=NN2C1=CC=C2[C@]2([C@@H]([C@@H]([C@H](O2)COP(=O)(OC2=CC=C(C=C2)C(C)(C)C)N[C@@H](C)C(=O)O)O)O)C#N